COC1=C2C=C(NC2=CC=C1)C(=O)N[C@H](C(CN(C#N)C[C@H]1C(NCC1)=O)=O)CC(C)C 4-Methoxy-N-((S)-5-methyl-2-oxo-1-(N-(((S)-2-oxopyrrolidin-3-yl)methyl)cyanamido)hexan-3-yl)-1H-indole-2-carboxamide